(5-(3-(2-isobutyramidoimidazo[1,2-a]pyridin-5-yl)phenyl)furan-2-yl)phosphonic acid C(C(C)C)(=O)NC=1N=C2N(C(=CC=C2)C=2C=C(C=CC2)C2=CC=C(O2)P(O)(O)=O)C1